N-[4-(6,7-dimethoxyquinolin-4-yloxy)phenyl]-3-oxo-4-(4-chlorophenyl)-3,4-dihydropyrazine-2-carboxamide COC=1C=C2C(=CC=NC2=CC1OC)OC1=CC=C(C=C1)NC(=O)C1=NC=CN(C1=O)C1=CC=C(C=C1)Cl